FC(C(=O)OC(C(=CF)F)=O)=CF 2,3-difluoropropenoic anhydride